tert-butyl (R)-(6-(3-(2-ethoxyphenoxy)piperidin-1-yl)pyrazin-2-yl)carbamate C(C)OC1=C(O[C@H]2CN(CCC2)C2=CN=CC(=N2)NC(OC(C)(C)C)=O)C=CC=C1